2-methylpropan-2-yl 4-[3-(diazanylcarbonyl)-1,2-diazin-6-yl]hexahydropyridine-1-carboxylate N(N)C(=O)C=1N=NC(=CC1)C1CCN(CC1)C(=O)OC(C)(C)C